COC(=O)N1CCC(CC1)C1=NC=C(C=C1)NC1=NC=C(C(=N1)C1=CN=C2N1C=C(C=C2)C2=CC=CC=C2)F Methyl-4-(5-((5-fluoro-4-(6-phenylimidazo[1,2-a]pyridin-3-yl)pyrimidin-2-yl)amino)pyridin-2-yl)piperidine-1-carboxylate